2-(1-(4-(1-hydroxyethyl)piperidine-1-carbonyl)piperidin-4-ylidene)-2-(4-(trifluoromethyl)phenyl)acetonitrile OC(C)C1CCN(CC1)C(=O)N1CCC(CC1)=C(C#N)C1=CC=C(C=C1)C(F)(F)F